4-((tert-butoxycarbonyl)amino)-6-chloro-1H-pyridine C(C)(C)(C)OC(=O)NC1=CCNC(=C1)Cl